N-(1-((1R,2S)-2-fluorocyclopropyl)-2-oxo-1,2-dihydropyridin-3-yl)-2-(1-(fluoromethyl)-2-oxabicyclo[2.1.1]hexan-4-yl)-7-isopropoxyimidazo[1,2-a]pyrimidine-6-carboxamide F[C@@H]1[C@@H](C1)N1C(C(=CC=C1)NC(=O)C=1C(=NC=2N(C1)C=C(N2)C21COC(C2)(C1)CF)OC(C)C)=O